nitrilomethane N#C